N[C@H](C=1N=C2N(N=CC(=C2)[C@H](C)NC(CCC(F)(F)F)=O)C1)C1CCC(CC1)(F)F |o1:10| N-((S*)-1-(2-((S)-Amino(4,4-difluorocyclohexyl)methyl)imidazo[1,2-b]pyridazin-7-yl)ethyl)-4,4,4-trifluorobutanamide